CC1(COC1)NC(O[C@H]1C[C@H](CC1)C1=CC(=NN1)NC1=NC=CN=C1C)=O (1R,3S)-3-(3-((3-methylpyrazin-2-yl)amino)-1H-pyrazol-5-yl)cyclopentyl (3-methyloxetan-3-yl)carbamate